N-cyclohexyl-2-(4-(2-((2-fluorophenyl)amino)-2-oxoethoxy)-3-methoxyphenyl)-2-oxoacetamide C1(CCCCC1)NC(C(=O)C1=CC(=C(C=C1)OCC(=O)NC1=C(C=CC=C1)F)OC)=O